N-[1-(dicyclohexylmethyl)-2-[[5-(5-ethyl-3-methyl-1H-pyrazol-4-yl)-2-pyridinyl]amino]-2-oxo-ethyl]-2-ethyl-pyrazole-3-carboxamide C1(CCCCC1)C(C(C(=O)NC1=NC=C(C=C1)C=1C(=NNC1CC)C)NC(=O)C=1N(N=CC1)CC)C1CCCCC1